2,5-diethylhydroquinone C(C)C1=C(O)C=C(C(=C1)O)CC